3-methyl-6-(1-methyl-6-oxo-1,6-dihydropyridin-3-yl)imidazo[1,2-a]pyrazine-2-carboxylic acid methyl ester COC(=O)C=1N=C2N(C=C(N=C2)C2=CN(C(C=C2)=O)C)C1C